ethyl (e)-3-(5-amino-2-chloro-pyrimidin-4-yl)acrylate NC=1C(=NC(=NC1)Cl)/C=C/C(=O)OCC